8-(2-ethoxy-2-oxo-ethyl)-4-methyl-chromane-4-carboxylic acid C(C)OC(CC=1C=CC=C2C(CCOC12)(C(=O)O)C)=O